C(CCCC#C)NC(NC1=CC=C(O[C@@H]2[C@H]([C@H]([C@@H]([C@H](O2)CCS(=O)(=O)O)O)O)O)C=C1)=S 2-((2R,3S,4S,5S,6R)-6-(4-(3-(hex-5-yn-1-yl)thioureido)phenoxy)-3,4,5-trihydroxytetrahydro-2H-pyran-2-yl)ethane-1-sulfonic acid